methoxystyrene t-butylbenzoate C(C)(C)(C)OC(C1=CC=CC=C1)=O.COC=CC1=CC=CC=C1